1-((3S,4R)-3-fluoro-4-hydroxypiperidin-1-yl)-2-methylpropan-1-one F[C@H]1CN(CC[C@H]1O)C(C(C)C)=O